4-[4-(1-cyano-1-methyl-ethyl)-2-nitro-anilino]-N-cyclopropyl-2-(difluoromethoxy)-6-methoxy-benzamide C(#N)C(C)(C)C1=CC(=C(NC2=CC(=C(C(=O)NC3CC3)C(=C2)OC)OC(F)F)C=C1)[N+](=O)[O-]